NC1=CC=C(COP([O-])(=O)OP(=O)([O-])[O-])C=C1 para-aminobenzyl-pyrophosphate